1,2,3-cycloheptanetriol C1(C(C(CCCC1)O)O)O